6-butyl-3,6-dihydro-2,4-dimethyl-2H-pyran C(CCC)C1C=C(CC(O1)C)C